(phenyl)(dimethylfluorenyl)[di(phenyl)triazinylphenyl]dibenzothiophene C1(=CC=CC=C1)C=1C(=C(C2=C(SC3=C2C=CC=C3)C1)C1=C(C(=C(C=C1)C1=CC=CC=C1)C1=CC=CC=C1)C1=NN=NC=C1)C1=C(C(=CC=3C2=CC=CC=C2CC13)C)C